C1(=CC=CC=C1)P(CCC[Si](OCC)(OCC)OCC)C1=CC=CC=C1 3-(diphenylphosphino)propyl-triethoxysilane